N-(1-(3-(4-(4-methoxybenzyl)-6,6-dimethyl-5-oxo-5,6-dihydro-4H-1,3,4-oxadiazin-2-yl)pyrazin-2-yl)ethyl)-3,5-bis(trifluoromethyl)benzamide COC1=CC=C(CN2N=C(OC(C2=O)(C)C)C=2C(=NC=CN2)C(C)NC(C2=CC(=CC(=C2)C(F)(F)F)C(F)(F)F)=O)C=C1